CC1=C(OCCC(=O)O)C=CC(=C1)C=CC(C1=CC=C(C=C1)SCCC)=O 3-[2-Methyl-4-[3-oxo-3-(4-propylsulfanylphenyl)prop-1-enyl]phenoxy]propanoic acid